FC=1C2=C(C3=C(N=C(N3)CNC)C1)CC(C2)CN2CCC1(CN(C(O1)=O)C1=NC3=C(OCC(N3)=O)N=C1)CC2 6-[8-[[5-fluoro-2-(methylaminomethyl)-1,6,7,8-tetrahydrocyclopenta[e]benzimidazol-7-yl]methyl]-2-oxo-1-oxa-3,8-diazaspiro[4.5]decan-3-yl]-4H-pyrazino[2,3-b][1,4]oxazin-3-one